COC1=CC=C(C=C1)C(CCCC\C=C/C1=NC=CC=C1)=O (Z)-(4-methoxyphenyl)-7-(pyridin-2-yl)hept-6-en-1-one